COC1=C(C(=O)P(CC(CC(C)(C)C)C)(C(C2=C(C=CC=C2OC)OC)=O)=O)C(=CC=C1)OC bis(2,6-dimethoxybenzoyl)-(2,4,4-trimethylpentyl)-phosphine oxide